cis-3-Hydroxy-2-methyl-2-phenyl-2,3-dihydro-1H-inden-1-one O[C@H]1[C@](C(C2=CC=CC=C12)=O)(C1=CC=CC=C1)C